C(C)(=O)N1C[C@H](CC1)OC1=CC2=C(N=C(N=C2N(C(OC(C)(C)C)=O)[C@H](C)C2=C(C(=CC=C2)C(F)F)F)C)NC1=O Tert-butyl (6-(((S)-1-acetylpyrrolidin-3-yl)oxy)-2-methyl-7-oxo-7,8-dihydropyrido[2,3-d]pyrimidin-4-yl)((R)-1-(3-(difluoromethyl) fluorophenyl)ethyl)carbamate